ClC1=CC=C(C=C1)C1=NNC=C1CNC(C1=CC=C(C=C1)CCCCCC)=O N-((3-(4-chlorophenyl)-1H-pyrazol-4-yl)methyl)-4-hexylbenzamide